3-(3,5-Dimethoxyphenyl)-1-(4-nitrobenzyl)-7-((4-(piperazin-1-yl)phenyl)amino)-3,4-dihydropyrimido[4,5-d]pyrimidin-2(1H)-one COC=1C=C(C=C(C1)OC)N1C(N(C2=NC(=NC=C2C1)NC1=CC=C(C=C1)N1CCNCC1)CC1=CC=C(C=C1)[N+](=O)[O-])=O